Tert-butyl N-[rac-(2R)-2,3-dihydroxypropyl]carbamate O[C@H](CNC(OC(C)(C)C)=O)CO |r|